O=C1NC(CCC1C1=NN(C2=C(C=CC=C12)N1CCC(CC1)CN1[C@H](CN(C[C@H]1C)C(=O)OC(C)(C)C)C)C)=O tert-butyl (3S,5R)-4-((1-(3-(2,6-dioxopiperidin-3-yl)-1-methyl-1H-indazol-7-yl)piperidin-4-yl)methyl)-3,5-dimethylpiperazine-1-carboxylate